7-((2S,5R)-5-ethyl-4-((4-fluorophenyl)(5-(trifluoromethyl)pyridin-2-yl)methyl)-2-methylpiperazin-1-yl)-4-methyl-2-(tetrahydro-2H-pyran-2-yl)-2,4-dihydro-5H-pyrazolo[4,3-b]pyridin-5-one C(C)[C@H]1N(C[C@@H](N(C1)C=1C=2C(N(C(C1)=O)C)=CN(N2)C2OCCCC2)C)C(C2=NC=C(C=C2)C(F)(F)F)C2=CC=C(C=C2)F